C(C)(C)(C)C=1C(=C(C=CC1)C=1NC(=C(N1)CC)C)O 2-(3-tert-butyl-2-hydroxyphenyl)-4-ethyl-5-methylimidazole